FC1=NC(=CC(=C1)N1C(C2=C(N=C(N=C2)C=2N=CSC2)CC1)C)N1CCN(CC1)S(=O)(=O)C 4-[6-[2-fluoro-6-(4-methylsulfonylpiperazin-1-yl)-4-pyridyl]-5-methyl-7,8-dihydro-5H-pyrido[4,3-d]pyrimidin-2-yl]thiazole